N[C@@H]1CN(CC1)C1=C(C=NC=C1C1=NC2=C(N1)C(=CC=C2F)F)C=2C=CC(=C(C#N)C2)F 5-{4-[(3S)-3-aminopyrrolidin-1-yl]-5-(4,7-difluoro-1H-1,3-benzodiazol-2-yl)pyridin-3-yl}-2-fluorobenzonitrile